(S)-1-(1-(3-chlorophenyl)-2-hydroxyethyl)-3-(1-(2-(pyridin-3-yl-amino)pyrimidin-4-yl)-1H-pyrazol-4-yl)urea ClC=1C=C(C=CC1)[C@@H](CO)NC(=O)NC=1C=NN(C1)C1=NC(=NC=C1)NC=1C=NC=CC1